tert-butyl (2-azido-4-(2-bromo-6-cyanophenoxy)butyl)carbamate N(=[N+]=[N-])C(CNC(OC(C)(C)C)=O)CCOC1=C(C=CC=C1C#N)Br